OC1(N(CCC1)O)O (S)-trihydroxypyrrolidine